5-Methyl-2-(1-methyl-1H-imidazol-2-yl)-6-(pyridin-3-yl)pyrrolo[2,1-f][1,2,4]triazin-4-ol CC=1C(=CN2N=C(N=C(C21)O)C=2N(C=CN2)C)C=2C=NC=CC2